FC1=CC=C(C=C1)C1=CC=C(C=C1)NC(=O)C=1C(=C2C=CC(OC2=CC1CCCCC)(CCC=C(C)C)C)O N-(4'-fluoro-[1,1'-biphenyl]-4-yl)-5-hydroxy-2-methyl-2-(4-methylpent-3-en-1-yl)-7-pentyl-2H-chromene-6-carboxamide